4-[(11R)-6-(2,6-Dimethylphenyl)-11-isobutyl-2,2,13-trioxo-9-oxa-2λ6-thia-3,5,12,19-tetrazatricyclo[12.3.1.14,8]nonadeca-1(18),4(19),5,7,14,16-hexaen-12-yl]-N,N-dimethyl-butanamide CC1=C(C(=CC=C1)C)C1=NC=2NS(C=3C=CC=C(C(N([C@@H](COC(=C1)N2)CC(C)C)CCCC(=O)N(C)C)=O)C3)(=O)=O